CC1=CC=C(C=NNCC(=O)C2=C(C=CC=C2)C=C)C=C1 2-(2-(4-methylbenzylidene)hydrazino)-1-(2-vinylphenyl)ethanone